CC#CC 1,2-dimethylvinylene